[Br-].FC(CC)[N+]1=CC=CC=C1 1-fluoropropylpyridin-1-ium bromide